C12(CC3CC(CC(C1)C3)C2)NCC=2N=C(SC2)C(=O)NC2=CC(=CC=C2)C2C(NC(CC2)=O)=O 4-(((adamantan-1-yl)amino)methyl)-N-(3-(2,6-dioxopiperidin-3-yl)phenyl)thiazole-2-carboxamide